1,2-ditolylethylphosphorus bromide C1(=C(C=CC=C1)C(CC1=C(C=CC=C1)C)P(Br)Br)C